4-Chloro-7-(2-fluorophenyl)-1-(2-isopropylphenyl)-6-methoxypteridin-2(1H)-one ClC1=NC(N(C2=NC(=C(N=C12)OC)C1=C(C=CC=C1)F)C1=C(C=CC=C1)C(C)C)=O